N-(4-methoxybenzyl)-4-((6-methyl-6,7-dihydrospiro[cyclopenta[d]pyrazolo[1,5-a]pyrimidine-5,1'-Cyclopentane]-8-yl)amino)cyclohexane-1-sulfonamide COC1=CC=C(CNS(=O)(=O)C2CCC(CC2)NC2=C3C(=NC=4N2N=CC4)C4(CCCC4)C(C3)C)C=C1